(3-((5-(4,6-dimethylpyrimidin-5-yl)pyridin-2-yl)methyl)-1,2,3-oxadiazol-3-ium-5-yl)((5-(trifluoromethyl)pyridin-3-yl)carbamoyl)amide CC1=NC=NC(=C1C=1C=CC(=NC1)C[N+]1=NOC(=C1)[N-]C(NC=1C=NC=C(C1)C(F)(F)F)=O)C